NC=1C2=C(N=CN1)NC(=C2C2=CC=C(C=C2)OC2=NC(=CC=C2)C)C2=CC=C(C=C2)NC(C(=C)C)=O N-(4-(4-amino-5-(4-((6-methylpyridin-2-yl)oxy)phenyl)-7H-pyrrolo[2,3-d]pyrimidin-6-yl)phenyl)methacrylamide